NC=1C(=C(C=C2C=C(N=CC12)NC(=O)[C@H]1[C@@H]([C@@H]1C=1C=NN(C1)C)CC)C=1C=NC=C(C1C)N)F (1S,2R,3S)-N-(8-amino-6-(5-amino-4-methylpyridin-3-yl)-7-fluoroisoquinolin-3-yl)-2-ethyl-3-(1-methyl-1H-pyrazol-4-yl)cyclopropane-1-carboxamide